C(C=C)(=O)OCCCCCCOC1=CC=C(C(=O)OC2=CC(=C(C=C2)OC(C2=CC=C(C=C2)OCCCCCCOC(C=C)=O)=O)C)C=C1 [3-methyl-4-[4-(6-prop-2-enoyloxyhexoxy)benzoyl]oxy-phenyl] 4-(6-prop-2-enoyloxyhex-oxy)benzoate